2-(4-chlorophenylethoxy)-5-nitropyridine ClC1=CC=C(C=C1)CCOC1=NC=C(C=C1)[N+](=O)[O-]